N-((S)-1-(2-((S)-2-Cyanopyrrolidin-1-yl)-2-oxoethyl)pyrrolidin-3-yl)chinolin-4-carboxamid C(#N)[C@H]1N(CCC1)C(CN1C[C@H](CC1)NC(=O)C1=CC=NC2=CC=CC=C12)=O